6-(2,6-dichlorophenyl)-2-(methanesulfinyl)-8,9-dihydroimidazo[1,2-a]pyrimido[5,4-e]pyrimidin-5(6H)-one ClC1=C(C(=CC=C1)Cl)N1C=2N(C3=C(C1=O)C=NC(=N3)S(=O)C)CCN2